5-(1-Ethyl-1H-pyrazol-4-yl)-3-((4-isopropylphenyl)amino)-4H-benzo[e][1,2,4]thiadiazine 1,1-dioxide C(C)N1N=CC(=C1)C1=CC=CC2=C1NC(=NS2(=O)=O)NC2=CC=C(C=C2)C(C)C